(1S,2R,5R)-3-(2-(6-Amino-7-chloro-1,5-naphthyridin-3-yl)ethyl)-5-(4-amino-7H-pyrrolo[2,3-d]pyrimidin-7-yl)cyclopent-3-ene-1,2-diol NC=1N=C2C=C(C=NC2=CC1Cl)CCC=1[C@H]([C@H]([C@@H](C1)N1C=CC2=C1N=CN=C2N)O)O